3-[[6-[3-(Difluoromethyl)-4-fluoro-phenyl]pyrazolo[4,3-b]pyridin-1-yl]methyl]isoxazole FC(C=1C=C(C=CC1F)C=1C=C2C(=NC1)C=NN2CC2=NOC=C2)F